methyl 5-[4-[N-[2-[benzyloxycarbonyl-[3-[[2-(methylamino)-2-oxo-ethyl]amino]propyl]amino]ethyl]-3-chloro-4-fluoro-anilino]-6-quinolyl]-2-methyl-pyrazole-3-carboxylate C(C1=CC=CC=C1)OC(=O)N(CCN(C1=CC(=C(C=C1)F)Cl)C1=CC=NC2=CC=C(C=C12)C=1C=C(N(N1)C)C(=O)OC)CCCNCC(=O)NC